6-fluoro-2-phenyl-4[3H]quinazolinone FC=1C=C2C(NC(=NC2=CC1)C1=CC=CC=C1)=O